1-(2-isopropylphenyl)-3-[(E)-[4-[3-methyl-4-[N-[4-(trifluoromethoxy)phenyl]carbamimidoyl]pyrazol-1-yl]phenyl]methyleneamino]thiourea C(C)(C)C1=C(C=CC=C1)NC(=S)N/N=C/C1=CC=C(C=C1)N1N=C(C(=C1)C(NC1=CC=C(C=C1)OC(F)(F)F)=N)C